Ethyl-(1S,5R)-3-(8-cyanoquinolin-5-yl)-5-(trifluoromethyl)-3-azabicyclo[3.1.0]hexane-1-carboxylic acid C(C)C1[C@@]2(C[C@@]2(CN1C1=C2C=CC=NC2=C(C=C1)C#N)C(F)(F)F)C(=O)O